8-cyclopropyl-6-(3-pyridin-4-yl-propoxy)-2-thieno[2,3-c]pyridin-5-yl-3H-quinazolin-4-one C1(CC1)C=1C=C(C=C2C(NC(=NC12)C=1C=C2C(=CN1)SC=C2)=O)OCCCC2=CC=NC=C2